N-(3',4'-dichloro-5-fluorobiphenyl-2-yl)-1-fluoro-biphenyl-2-yl-carboxamide ClC=1C=C(C=CC1Cl)C1=C(C=CC(=C1)F)NC(=O)C1C(C=CC=C1)(C1=CC=CC=C1)F